6-chloro-N-(4-cyanophenyl)-1-benzofuran-3-sulfonic acid amide ClC1=CC2=C(C(=CO2)S(=O)(=O)NC2=CC=C(C=C2)C#N)C=C1